(S)-N-(3-chloro-4-(3-methoxypyridin-2-yl)phenyl)-2-(4-cyclopropyl-6-methoxypyrimidin-5-yl)-4,5,6,7-tetrahydropyrazolo[1,5-a]pyridin-4-amine ClC=1C=C(C=CC1C1=NC=CC=C1OC)N[C@@H]1C=2N(CCC1)N=C(C2)C=2C(=NC=NC2OC)C2CC2